CN1N=C(C2=C(C1=O)C=NC(=C2)N2CCN(CC2)C)N[C@H](C)C2=CC(=CC(=C2)C(F)(F)F)[N+](=O)[O-] (R)-3-methyl-7-(4-methylpiperazin-1-yl)-1-((1-(3-nitro-5-(trifluoromethyl)phenyl)Ethyl)amino)pyrido[3,4-d]pyridazin-4(3H)-one